FC1=C(C(=CC(=C1)NCCNC)F)N1C(N(C=2N=CC(=CC2C=2C=CC(=CC12)C(F)(F)F)F)CC)=O 10-(2,6-difluoro-4-{[2-(methylamino)ethyl]amino}phenyl)-8-ethyl-4-fluoro-13-(trifluoromethyl)-6,8,10-triazatricyclo[9.4.0.02,7]pentadeca-1(11),2(7),3,5,12,14-hexaen-9-one